2-methyl-1-(4-methylphenyl)-2-morpholinopropan-1-one CC(C(=O)C1=CC=C(C=C1)C)(C)N1CCOCC1